FC1=C(C(=O)OCC2=CC=CC=C2)C=CC(=N1)F benzyl 2,6-difluoronicotinate